8-[(3R)-3-aminopiperidin-1-yl]-7-but-2-ynyl-3-methyl-1-[(4-methyl-quinazolin-2-yl)methyl]purine-2,6-dione N[C@H]1CN(CCC1)C1=NC=2N(C(N(C(C2N1CC#CC)=O)CC1=NC2=CC=CC=C2C(=N1)C)=O)C